C1(=CC=CC=C1)[P+](CCCCCCCCC1=C(C(=C(C(=C1C)OC)OC)OC)OC)(C1=CC=CC=C1)C1=CC=CC=C1 triphenyl-(8-(2,3,4,5-tetramethoxy-6-methylphenyl)octyl)phosphonium